N-(3-fluoro-4-((6-methoxy-7-(3-(3-methoxypiperidin-1-yl)propoxy)quinolin-4-yl)oxy)phenyl)-5-(4-fluorophenyl)-6-oxo-2,3,5,6-tetrahydrofuro[3,2-c]pyridine-7-carboxamide FC=1C=C(C=CC1OC1=CC=NC2=CC(=C(C=C12)OC)OCCCN1CC(CCC1)OC)NC(=O)C1=C2C(=CN(C1=O)C1=CC=C(C=C1)F)CCO2